C(=O)[O-].C(=O)(O)CCCCCCCCCCCCCCCCCCC(=O)OC(C)OC(C(=O)OC1CC2CCC(C1)[N+]21CCCC1)(C1=CC=CC=C1)C1=CC=CC=C1 3-(2-(1-((19-carboxynonadecanoyl)oxy)ethoxy)-2,2-diphenylacetoxy)spiro[bicyclo[3.2.1]octane-8,1'-pyrrolidin]-1'-ium formate